O1C2=C(OCC1)C=C(C=C2)C2=CC=C(C(=O)NC1=CC(=C(C=C1)O)NS(=O)(=O)C1=CC=C(C=C1)F)C=C2 4-(2,3-Dihydrobenzo[b][1,4]dioxin-6-yl)-N-(3-((4-fluorophenyl)sulfonylamino)-4-hydroxyphenyl)benzamide